COC(=O)[C@H]1N(C(C(C1)C)=O)C(=O)OC(C)(C)C (2S)-4-methyl-5-oxopyrrolidine-1,2-dicarboxylic acid 1-tert-butyl 2-methyl ester